CN(C)C(N1N=[N+](C2=NC=CC=C21)[O-])=[N+](C)C [dimethylamino-(3-oxidotriazolo[4,5-b]pyridin-3-ium-1-yl)methylene]-dimethyl-ammonium